C1(=CC=CC2=CC=CC=C12)N(C1=CC=CC=C1)C1=C(C=CC=C1)N(C1=CC=CC=C1)C1=CC=CC=C1 (1-naphthyl-(phenyl)amino)triphenylamine